2-hydroxy-N,N,N-trimethyl-4-oxobutan-1-aminium trifluoroacetate FC(C(=O)[O-])(F)F.OC(C[N+](C)(C)C)CC=O